CN1[C@@H](C[C@H](C1)O)C(=O)O N-Methyl-Trans-4-Hydroxy-L-Proline